2,6-di-tert-butyl-anthraquinone C(C)(C)(C)C1=CC=2C(C3=CC=C(C=C3C(C2C=C1)=O)C(C)(C)C)=O